3-[6-(4-amino-1-piperidyl)-1-methyl-indol-3-yl]piperidine-2,6-dione hydrochloride Cl.NC1CCN(CC1)C1=CC=C2C(=CN(C2=C1)C)C1C(NC(CC1)=O)=O